(E)-2-(2-methylphenyl)-2-methoxyiminoacetic acid sodium [Na].CC1=C(C=CC=C1)\C(\C(=O)O)=N/OC